(S)-3-((S)-sec-butyl)-2-oxo-1,2,3,5-tetrahydro-4H-benzo[e][1,4]diazepine-4-sulfonamide [C@H](C)(CC)[C@@H]1N(CC2=C(NC1=O)C=CC=C2)S(=O)(=O)N